FC(C(=O)[O-])(F)F.C(CCCCCCC)[Si+](C)C octyl-dimethyl-silicon trifluoroacetate